(R)-3-(1-aminoethyl)-5-trifluoromethylaniline hydrochloride Cl.N[C@H](C)C=1C=C(N)C=C(C1)C(F)(F)F